dimethoxyazole COC1=C(NC=C1)OC